n-undecyl-cycloundecane C(CCCCCCCCCC)C1CCCCCCCCCC1